C(C)C(/C=C/C(C)=O)CCCC(CCC=C(C)C)=C (E)-5-ethyl-13-methyl-9-methylenetetradeca-3,12-dien-2-one